C(C)[C@H]1OC2=C(CN(C1)CC=1C=C(C=CC1C)CC(C(=O)O)(C)C)N=CC=C2 3-(3-(((R)-2-ethyl-2,3-dihydropyrido[2,3-f][1,4]oxazepin-4(5H)-yl)methyl)-4-methylphenyl)-2,2-dimethyl-propanoic acid